BrC1=C(C(=CC=C1F)OCC1=CC=C(C=C1)OC)C1OCCO1 2-(2-bromo-3-fluoro-6-((4-methoxybenzyl)oxy)phenyl)-1,3-dioxolane